CS(=O)(=O)CC1CN(C1)C=1C=CC(=C2C=C(N=CC12)NC=1N=C(N=NC1)N1CCC2(CCO2)CC1)C(C)C 8-[3-(methanesulfonylmeth-yl)azetidin-1-yl]-N-(3-{1-oxa-7-azaspiro[3.5]nonan-7-yl}-1,2,4-triazin-5-yl)-5-(propan-2-yl)isoquinolin-3-amine